NC1=C(C=C2C=NN(C2=C1)CCC(C)NC(=O)C1=CN=C2N1N=C(C=C2N(C(OC(C)(C)C)=O)C)Cl)OC tert-butyl (3-((4-(6-amino-5-methoxy-1H-indazol-1-yl) butan-2-yl)carbamoyl)-6-chloroimidazo[1,2-b]pyridazin-8-yl)(methyl)carbamate